2-(9,9'-spirobifluorene-yl)-9,9'-spirobifluorene C1(=CC=CC=2C3=CC=CC=C3C3(C12)C1=CC=CC=C1C=1C=CC=CC13)C1=CC=3C2(C4=CC=CC=C4C3C=C1)C1=CC=CC=C1C=1C=CC=CC12